1-((1s,3s)-3-aminocyclobutyl)-9-(1-isopropyl-1H-indazol-5-yl)-8-(1-methyl-1H-pyrazol-4-yl)-7-(phenylsulfonyl)-1,3,4,7-tetrahydro-2H-pyrrolo[3',2':5,6]pyrido[4,3-d]pyrimidin-2-one NC1CC(C1)N1C(NCC2=C1C1=C(N=C2)N(C(=C1C=1C=C2C=NN(C2=CC1)C(C)C)C=1C=NN(C1)C)S(=O)(=O)C1=CC=CC=C1)=O